N(=[N+]=[N-])[C@@H]1COCC[C@H]1OC trans-3-azido-4-methoxytetrahydro-2H-pyran